rac-(3R,4R)-4-(3-bromoindazol-1-yl)-3-fluoro-piperidine-1-carboxylic acid tert-butyl ester C(C)(C)(C)OC(=O)N1C[C@H]([C@@H](CC1)N1N=C(C2=CC=CC=C12)Br)F |r|